N=1N=C(NC1)C1CN(CCN1)C=1C2=C(N=C(N1)N)CSC2 4-(3-(4H-1,2,4-triazol-3-yl)piperazin-1-yl)-5,7-dihydrothieno[3,4-d]pyrimidin-2-amine